C12(OCC(CC1)CC2)C(=O)O 2-oxabicyclo[2.2.2]octane-1-carboxylic acid